2-carboxy-7-((4'-fluoro-[1,1'-biphenyl]-3-yl)oxy)-1,2,3,4-tetrahydronaphthalene C(=O)(O)C1CC2=CC(=CC=C2CC1)OC=1C=C(C=CC1)C1=CC=C(C=C1)F